NC=1N=NC(=CC1N1C[C@H](CCC1)C1=CC=C(C=O)C=C1)Cl |o1:9| (R*)-4-(1-(3-Amino-6-chloropyridazin-4-yl)piperidin-3-yl)benzaldehyde